C(C)(C)(C)OC(=O)N1CCC(CC1)N1N=CC(=C1)N1CCC(CC1)N1N=C(C=2C1=NC=NC2N)C2=CC=C(C=C2)OC2=CC=CC=C2 4-[4-[4-[4-amino-3-(4-phenoxyphenyl)pyrazolo[3,4-d]pyrimidin-1-yl]-1-piperidinyl]pyrazol-1-yl]piperidine-1-carboxylic acid tert-butyl ester